(S)-4-(7-chloro-8-fluoro-5-methoxy-2-(methylthio)pyrido[4,3-d]pyrimidin-4-yl)-6-methyl-1,4-oxazepan-6-ol ClC1=C(C=2N=C(N=C(C2C(=N1)OC)N1CCOC[C@](C1)(O)C)SC)F